N-(bicyclo[1.1.1]pentan-1-yl)-4-hydroxy-1-(2-morpholinoethyl)-2-oxo-6-(trifluoromethyl)-1,2-dihydro-1,8-naphthyridine-3-carboxamide C12(CC(C1)C2)NC(=O)C=2C(N(C1=NC=C(C=C1C2O)C(F)(F)F)CCN2CCOCC2)=O